3-methyl-N-[(1s,4s)-4-({2-cyanoimidazo[1,2-a]pyridin-5-yl}amino)cyclohexyl]-2H-indazole-7-carboxamide CC=1NN=C2C(=CC=CC12)C(=O)NC1CCC(CC1)NC1=CC=CC=2N1C=C(N2)C#N